C(=O)(O)[O] carboxyl-oxygen